(3S,4S)-4-aminooxolan N[C@H]1CCOC1